trimethyl-(1-methyl-2-propen-1-yl)silane C[Si](C(C=C)C)(C)C